tert-butyl 4-((8-((tert-butoxycarbonyl)(2-(trifluoromethoxy)benzyl)amino)-3-isopropylimidazo[1,2-b]pyridazin-6-yl)thio)-3,3-difluoropiperidine-1-carboxylate C(C)(C)(C)OC(=O)N(C=1C=2N(N=C(C1)SC1C(CN(CC1)C(=O)OC(C)(C)C)(F)F)C(=CN2)C(C)C)CC2=C(C=CC=C2)OC(F)(F)F